5-(benzylsulfonyl)-2-(3-ethyl-3,8-diazabicyclo[3.2.1]octan-8-yl)-4,5,6,7-tetrahydrothiazolo[5,4-c]pyridine C(C1=CC=CC=C1)S(=O)(=O)N1CC2=C(CC1)N=C(S2)N2C1CN(CC2CC1)CC